CN1N=CC(=C1)C(N)=N 1-methyl-1H-pyrazole-4-carboximidamide